9-(4-chloro-2-fluoro-phenyl)-7-[rac-(2R,4S)-2-[6-keto-1-(trifluoromethyl)-3-pyridyl]tetrahydropyran-4-yl]-2,3-dimethyl-pyrimido[1,2-b]pyridazin-4-one ClC1=CC(=C(C=C1)C=1C=2N(N=C(C1)[C@@H]1C[C@@H](OCC1)C1=CN(C(C=C1)=O)C(F)(F)F)C(C(=C(N2)C)C)=O)F |r|